N-benzyl-1,2,4-triazine-3-carboxamide Ethyl-1,2,4-triazine-3-carboxylate C(C)OC(=O)C=1N=NC=CN1.C(C1=CC=CC=C1)NC(=O)C=1N=NC=CN1